6-methyl-1,2,3-benzotriazole CC=1C=CC2=C(NN=N2)C1